C(C)(C)(C)OC(=O)NCC=1C=C(C(=O)O)C=CC1 3-(((tertbutoxycarbonyl)amino)methyl)benzoic acid